CC1=C(C=O)C(=CC(=C1CN1C(=NC=C1)C)C)C 2,4,6-trimethyl-3-[(2-methyl-1H-imidazol-1-yl)methyl]benzaldehyde